C(CCC)(=O)N[C@H]1C(O)O[C@@H]([C@H]([C@@H]1O)OC(CCCC)=O)COC(CCCC)=O 2-N-butyryl-4,6-di-O-pentanoyl-D-glucosamine